C(C1=CC=CC=C1)N(C(=O)OC(C)(C)C)CC=1NC2=CC(=C(C=C2C1)C)C(=O)O 2-((benzyl(tert-butoxycarbonyl)amino)methyl)-5-methyl-1H-indole-6-carboxylic acid